NC1=CC=C(C=C1)NC(C1=CC=CC=C1)=O N-(4-amino-phenyl)-benzamide